(2S,4R)-4-(2-chloro-4-fluoro-benzenesulfonyl)-1-(1-trifluoromethyl-cyclopropanecarbonyl)-pyrrolidine-2-carboxylic acid (1-cyano-cyclopropyl)-amide C(#N)C1(CC1)NC(=O)[C@H]1N(C[C@@H](C1)S(=O)(=O)C1=C(C=C(C=C1)F)Cl)C(=O)C1(CC1)C(F)(F)F